C1(=CC=CC2=CC=CC=C12)C=N[C@@H](CCCN\C(\N)=N\[H])C(=O)O (E)-N2-[(naphthalen-1-yl)methylidene]-L-arginine